bicyclo-[4.4.0]-dec-5-ene C12CCCC=C2CCCC1